CC1C(CC(CC1)C)O 2,5-dimethylcyclohexanol